NC1=NN(C=C1)CC(=O)N[C@@H](CC1=CC(=CC(=C1)F)F)C=1N(C(C2=C(N1)N=CC=C2)=O)C=2C=CC(=C1C(=NN(C21)C)NS(=O)(=O)C)Cl 2-(3-amino-1H-pyrazol-1-yl)-N-[(1S)-1-[3-(4-chloro-3-methanesulfonamido-1-methyl-1H-indazol-7-yl)-4-oxo-3H,4H-pyrido[2,3-d]pyrimidin-2-yl]-2-(3,5-difluorophenyl)ethyl]acetamide